FC1(C[C@@]2(CC1)C[C@@H](N(CC2)C(=O)OC(C)(C)C)C2=CC=C(C=C2)C(=O)OC)F tert-butyl (5R,7R)-2,2-difluoro-7-(4-(methoxycarbonyl)phenyl)-8-azaspiro[4.5]decane-8-carboxylate